methyl-N-(2-((2-methylene-4-(octyloxy)-4-oxobutanoyl)oxy)propanoyl)glycine CN(CC(=O)O)C(C(C)OC(C(CC(=O)OCCCCCCCC)=C)=O)=O